((R)-4-(5-amino-4-hydroxypyridin-3-yl)morpholin-2-yl)((S)-6,8-dichloro-1-methyl-3,4-dihydroisoquinolin-2(1H)-yl)methanone NC=1C(=C(C=NC1)N1C[C@@H](OCC1)C(=O)N1[C@H](C2=C(C=C(C=C2CC1)Cl)Cl)C)O